ClCCCCCCCCCCC[Si](OCC)(OCC)OCC 11-chloroundecyltriethoxysilane